tert-butyl (S)-4-((((9H-fluoren-9-yl)methoxy)carbonyl)amino)-5-oxo-5-((2-(p-tolylthio)phenyl)amino)pentanoate C1=CC=CC=2C3=CC=CC=C3C(C12)COC(=O)N[C@@H](CCC(=O)OC(C)(C)C)C(NC1=C(C=CC=C1)SC1=CC=C(C=C1)C)=O